C(C)(C)(C)OC(=O)N[C@H](CC1=C(C=2N=NN=C(C2S1)N(C(OC(C)(C)C)=O)CC=1SC=CC1)C)C tert-butyl N-{6-[(2S)-2-[(tert-butoxycarbonyl)amino]propyl]-7-methylthieno[3,2-d][1,2,3]triazin-4-yl}-N-(thiophen-2-ylmethyl)carbamate